N-ethyl-1-[[5-[5-(trifluoromethyl)-1,2,4-oxadiazol-3-yl]-2-thienyl]methyl]-1,2,4-triazole-3-carboxamide C(C)NC(=O)C1=NN(C=N1)CC=1SC(=CC1)C1=NOC(=N1)C(F)(F)F